[K].C[Si](C)C trimethylsilicon potassium